3-[(cyclopentylamino)methyl]-6-methoxy-1-[(4-methoxyphenyl)methyl]-1H-indole-2-carboxylic acid C1(CCCC1)NCC1=C(N(C2=CC(=CC=C12)OC)CC1=CC=C(C=C1)OC)C(=O)O